6-(1-methyl-1H-pyrazol-4-yl)[1,2,4]triazolo[4,3-a]pyridine CN1N=CC(=C1)C=1C=CC=2N(C1)C=NN2